5,9,13-trimethyltetradecanoate CC(CCCC(=O)[O-])CCCC(CCCC(C)C)C